C(C)(=O)S[C@H]1[C@H](N(CC1)C(=O)OC(C)(C)C)C(=O)OC 1-(tert-butyl) 2-methyl (2R,3R)-3-(acetylthio)pyrrolidine-1,2-dicarboxylate